2-(2-(2-azidoethoxy)ethoxy)propionic acid tert-butyl ester C(C)(C)(C)OC(C(C)OCCOCCN=[N+]=[N-])=O